CC1=C(C(=CC=C1)C)C(C(=O)N)=C (2,6-dimethylphenyl)prop-2-enamide